(S)-2-(3-chlorophenyl)-2-methyl-1-phenylpropyl ((2S)-1-(((2S)-4-(cyclopropylamino)-3-hydroxy-4-oxo-1-((S)-2-oxopyrrolidin-3-yl)butan-2-yl)amino)-4-methyl-1-oxopentan-2-yl)carbamate C1(CC1)NC(C([C@H](C[C@H]1C(NCC1)=O)NC([C@H](CC(C)C)NC(O[C@H](C(C)(C)C1=CC(=CC=C1)Cl)C1=CC=CC=C1)=O)=O)O)=O